ethyl 1-(6-{[(tert-butoxy)carbonyl]amino}-4-methylpyridin-3-yl)-6-chloro-7-fluoro-4-oxo-1,4-dihydroquinoline-3-carboxylate C(C)(C)(C)OC(=O)NC1=CC(=C(C=N1)N1C=C(C(C2=CC(=C(C=C12)F)Cl)=O)C(=O)OCC)C